C(C)(C)(C)OC(=O)C=1C=CC2=C(N(C(=N2)CN2CC=C(CC2)C2=NC=CC(=N2)OCC2=C(C=C(C=C2)Cl)F)C[C@H]2OCC2)C1 (S)-2-((4-(4-(4-chloro-2-fluorobenzyloxy)pyrimidin-2-yl)-5,6-dihydropyridin-1(2H)-yl)methyl)-1-(oxetan-2-ylmethyl)-1H-benzo[d]imidazole-6-carboxylic acid tert-butyl ester